NCCNC(C1=C(C(=C(C=C1CO)Br)N=[N+]=[N-])Br)=O N-(2-aminoethyl)-3-azido-2,4-dibromo-6-(hydroxymethyl)benzamide